NC1=NC=CC(=N1)C1=C(N=C(S1)C1CCC2(CCN(CC2)CC2CCN(CC2)C2=NC=C(C=C2)C2C(NC(CC2)=O)=O)CC1)C=1C(=C(C=CC1)C(CC)S(=O)(=O)N)F (3-(5-(2-aminopyrimidin-4-yl)-2-(3-((1-(5-(2,6-dioxopiperidin-3-yl)pyridin-2-yl)piperidin-4-yl)methyl)-3-azaspiro[5.5]undecan-9-yl)thiazol-4-yl)-2-fluorophenyl)propane-1-sulfonamide